4-furan-2-ylcyclopentane O1C(=CC=C1)C1CCCC1